2,2'-azobis-(3-ethylbenzothiazole-6-sulfonate) N(=NC1SC2=C(N1CC)C=CC(=C2)S(=O)(=O)[O-])C2SC1=C(N2CC)C=CC(=C1)S(=O)(=O)[O-]